OC(CCCCCCCCCCCCCCCCC(=O)O)CCCCC 18-Hydroxy-tricosanoic acid